2-(3-methoxyphenyl)-4-(trimethylstannyl)pyrimidine tert-Butyl-2-[1-(3-fluoro-6-methyl-4-oxo-chromen-8-yl)ethylamino]benzoate C(C)(C)(C)OC(C1=C(C=CC=C1)NC(C)C=1C=C(C=C2C(C(=COC12)F)=O)C)=O.COC=1C=C(C=CC1)C1=NC=CC(=N1)[Sn](C)(C)C